Methyl 5-(7-cyano-1,2,3,4-tetrahydroquinolin-6-yl)picolinate C(#N)C1=C(C=C2CCCNC2=C1)C=1C=CC(=NC1)C(=O)OC